sodium magnesium lithium salt [Li].[Mg].[Na]